4-(N-(3-(tert-butyl)-5-cyclopropylbenzyl)-2-(N-((2,6-difluoropyridin-3-yl)methyl)-(2,3,4,5,6-pentafluorophenyl)sulfonamido)acetamido)-3-methoxybenzoic acid C(C)(C)(C)C=1C=C(CN(C(CN(S(=O)(=O)C2=C(C(=C(C(=C2F)F)F)F)F)CC=2C(=NC(=CC2)F)F)=O)C2=C(C=C(C(=O)O)C=C2)OC)C=C(C1)C1CC1